C(C)(C)(C)OC(N(C(=O)OC(C)(C)C)CC1OC=2C=C(C=3N=C(SC3C2OC1)Br)F)=O N-({4-bromo-7-fluoro-10,13-dioxa-3-thia-5-azatricyclo[7.4.0.0^2,6]tridec-1(9),2(6),4,7-tetraen-11-yl}methyl)-N-[(tert-butoxy)carbonyl]carbamic acid tert-butyl ester